CN1[C@@H](SC=C1CCC1=CC=C(C=C1)[N+](=O)[O-])C=1SC=CC1 (S)-N-methyl-2-(4-nitrophenyl)-1-(2-(thiophen-2-yl)thiazol-4-yl)ethan